(3aS,4S,6aS)-N-(3-chloro-4-fluorophenyl)-N,2,2-trimethyl-6-oxotetrahydro-3aH-[1,3]dioxolo[4,5-c]pyrrole-4-carboxamide ClC=1C=C(C=CC1F)N(C(=O)[C@@H]1[C@H]2[C@@H](C(N1)=O)OC(O2)(C)C)C